Methyl 2-(1H-pyrrol-1-yl)-3-(3-(4-(((tetrahydro-2H-pyran-4-yl)oxy)methyl)phenoxy)azetidin-1-yl)benzoate N1(C=CC=C1)C1=C(C(=O)OC)C=CC=C1N1CC(C1)OC1=CC=C(C=C1)COC1CCOCC1